(1-(4-(trifluoromethyl)phenyl)-1H-pyrazolo[4,3-b]pyridin-3-yl)methanamine TFA salt OC(=O)C(F)(F)F.FC(C1=CC=C(C=C1)N1N=C(C2=NC=CC=C21)CN)(F)F